O=C1C=2C=CC=CC2C(C2=C1OC1=C2C=C(C=C1)C(=O)OC)=O methyl 6,11-dioxo-6,11-dihydronaphtho[2,3-b]benzofuran-2-carboxylate